C1(CCC1)NC(CNS(=O)(=O)C1=CC(=NC=C1O)OC1=C(C=C(C=C1Cl)N1N=C(C(NC1=O)=O)C(F)F)Cl)=O N-cyclobutyl-2-[[2-[2,6-dichloro-4-[6-(difluoromethyl)-3,5-dioxo-1,2,4-triazin-2-yl]-phenoxy]-5-hydroxy-4-pyridyl]-sulfonylamino]-acetamide